CN(C1CCC(CC1)NC=1N=CC=2C(N1)=C(C(NC2)=O)C)C 2-(((1r,4r)-4-(dimethylamino)cyclohexyl)amino)-8-methylpyrido[4,3-d]pyrimidin-7(6H)-one